ClC1=NC(=CC(=C1)OCCOC)Cl 2,6-dichloro-4-(2-methoxyethoxy)pyridine